ClC1=C(C=CC=C1C1=C(C(=NC=C1)C1=CC=C2C(=CN(C2=C1)C)CNC[C@H](C)OC)Cl)C1=CC=C(C(=N1)OC)CNC[C@@H]1CCC(N1)=O (S)-5-((((6-(2-chloro-3-(3-chloro-2-(3-((((S)-2-methoxypropyl)amino)methyl)-1-methyl-1H-indol-6-yl)pyridin-4-yl)phenyl)-2-methoxypyridin-3-yl)methyl)amino)methyl)pyrrolidin-2-one